C(C)(C)(C)OC(=O)N1CCN(CC1)C1=NC=C(N=C1)C=1C=2N(C=C(C1)OCC)N=CC2C#N 4-(5-(3-Cyano-6-ethoxypyrazolo[1,5-a]pyridin-4-yl)pyrazin-2-yl)piperazine-1-carboxylic acid tert-butyl ester